5'-methoxyspiro[cyclopropan-1,3'-indoline]-2'-one COC=1C=C2C3(C(NC2=CC1)=O)CC3